(E)-3-Methyl-4-oxo-2-butenoic acid ethyl ester C(C)OC(\C=C(\C=O)/C)=O